(R)-3-amino-1-(2-((6-amino-9H-purin-9-yl)methyl)-3-bromo-4-(trifluoromethyl)phenyl)-N-cyclopropylpyrrolidine-3-carboxamide N[C@]1(CN(CC1)C1=C(C(=C(C=C1)C(F)(F)F)Br)CN1C2=NC=NC(=C2N=C1)N)C(=O)NC1CC1